N4-(2-chlorobenzyl)-N2-isopropylthieno[3,2-d]pyrimidine-2,4-diamine ClC1=C(CNC=2C3=C(N=C(N2)NC(C)C)C=CS3)C=CC=C1